allyl caproate (prop-2-enyl caproate) C(C=C)C(C(=O)O)CCCC.C(CCCCC)(=O)OCC=C